N-(2-fluorophenethyl)-6-(6-(methoxy-d3)pyridin-3-yl)pyrazine-2-carboxamide FC1=C(CCNC(=O)C2=NC(=CN=C2)C=2C=NC(=CC2)OC([2H])([2H])[2H])C=CC=C1